C(CCCCCCC)P([O-])([O-])=O.[Fe+2] ferrous (octylphosphonate)